N-[1-[5-(3-cyano-6-ethoxy-pyrazolo[1,5-a]pyridin-4-yl)-2-pyridyl]-4-(prop-2-ynoxymethyl)-4-piperidyl]-2,5-difluoro-benzamide C(#N)C=1C=NN2C1C(=CC(=C2)OCC)C=2C=CC(=NC2)N2CCC(CC2)(COCC#C)NC(C2=C(C=CC(=C2)F)F)=O